tert-butyl 2-(4-(6-chloro-3-((4-hydroxy-1-(1-methylcyclopropane-1-carbonyl)piperidin-4-yl)methyl)-4-oxo-3,4-dihydro-7H-pyrrolo[2,3-d]pyrimidin-7-yl)phenyl)morpholine-4-carboxylate ClC1=CC2=C(N=CN(C2=O)CC2(CCN(CC2)C(=O)C2(CC2)C)O)N1C1=CC=C(C=C1)C1CN(CCO1)C(=O)OC(C)(C)C